C(CCCCCCCCCCCCC)C(N(CC(CCCCCCCCCCCCC)=O)C)CC(=O)O tetradecylmethyl-(Myristoyl-Methyl)-beta-alanine